C(C)(C)(C)OC(=O)N1C[C@H]([C@@H](C1)C)NC(C(COC1=NC=CC=C1C)(C)C)=O trans-3-(2,2-dimethyl-3-((3-methylpyridin-2-yl)oxy)propanamido)-4-methylpyrrolidine-1-carboxylic acid tert-butyl ester